BrC=1C(=NC(=NC1)C)C=1C2=C(N(N1)S(=O)(=O)C1=CC=C(C=C1)C)SC(=C2N)C (5-bromo-2-methyl-pyrimidin-4-yl)-5-methyl-1-(p-tolylsulfonyl)thieno[2,3-c]pyrazol-4-amine